N[C@H](C(=O)N(C)[C@@H]1CN(CC1)C1=NC=2N(C=C1)N=CC2C=2C(=NC=CC2)OC)CC(C)C (S)-2-amino-N-((S)-1-(3-(2-methoxypyridin-3-yl)pyrazolo[1,5-a]pyrimidin-5-yl)pyrrolidin-3-yl)-N,4-dimethylvaleramide